C1(CCCCC1)C[C@@H](C(=O)N[C@@H](C[C@H]1C(NCC1)=O)C(C(=O)NC1CC1)O)NC(OC(C(C)(C)C1=CC(=CC=C1)Cl)C1=CC=CC=C1)=O 2-(3-chlorophenyl)-2-methyl-1-phenylpropyl ((2S)-3-cyclohexyl-1-(((2S)-4-(cyclopropylamino)-3-hydroxy-4-oxo-1-((S)-2-oxopyrrolidin-3-yl)butan-2-yl)amino)-1-oxopropan-2-yl)carbamate